(Z)-Ethyl ((benzylamino)((2-cyclopropyl-2-oxoethyl)thio)methylene)carbamate C(C1=CC=CC=C1)N/C(/SCC(=O)C1CC1)=N/C(OCC)=O